hexadecafluorododec-11-en-1-yl-trichlorosilane C(CC=C(F)F)CC(C(C(C(C(C(C(F)(F)[Si](Cl)(Cl)Cl)(F)F)(F)F)(F)F)(F)F)(F)F)(F)F